C(C)(C)(C)OC(=O)N[C@@H](C(=O)N1[C@@H](C[C@H](C1)O)C(=O)O)C(C)(C)C (2S,4R)-1-[(2R)-2-{[(tert-butoxy)carbonyl]amino}-3,3-dimethylbutanoyl]-4-hydroxypyrrolidine-2-carboxylic acid